O.Cl.FC([C@](N)(CCCN)C(=O)O)F |r| (±)-2-(difluoromethyl)ornithine monohydrochloride monohydrate